N1C=CC=2C1=NC=C(C2)OC2=C(C(=O)NS(=O)(=O)C1=CC(=C(C=C1)N(C)C)[N+](=O)[O-])C=CC(=C2)N2CCN(CC2)CC2=C(CC1(CCC1)CC2)C2=CC=C(C=C2)Cl 2-((1H-pyrrolo[2,3-b]pyridin-5-yl)oxy)-4-(4-((6-(4-chloro-phenyl)spiro[3.5]non-6-en-7-yl)methyl)piperazin-1-yl)-N-((4-(dimethylamino)-3-nitrophenyl)sulfonyl)benzamide